1-[3-[2-(tert-butoxycarbonylamino)ethyl]-4-pyridyl]ethyl methanesulfonate CS(=O)(=O)OC(C)C1=C(C=NC=C1)CCNC(=O)OC(C)(C)C